5-(Benzofuran-5-ylsulfonyl)-N-(pyridin-3-ylmethyl)-3,4,5,6-tetrahydropyrrolo[3,4-c]pyrrole-2(1H)-carboxamide O1C=CC2=C1C=CC(=C2)S(=O)(=O)N2CC1=C(C2)CN(C1)C(=O)NCC=1C=NC=CC1